1-(4-(5-(((1H-1,2,3-triazol-5-yl)methyl)amino)-1,3,4-oxadiazol-2-yl)piperidin-1-yl)-3-(3,5-dichlorophenyl)propan-1-one N1N=NC=C1CNC1=NN=C(O1)C1CCN(CC1)C(CCC1=CC(=CC(=C1)Cl)Cl)=O